2-((6-amino-1-ethyl-2-oxo-1,2-dihydro-1,8-naphthyridin-3-yl)oxy)-N-methylacetamide NC=1C=C2C=C(C(N(C2=NC1)CC)=O)OCC(=O)NC